C(#N)C(CC1C(NCCC1)=O)NC(=O)C1N(C2CC(C1CC2)(F)F)C(C(CC2CCC2)NC(C(F)(F)F)=O)=O N-[1-cyano-2-[2-oxo-3-piperidyl]ethyl]-2-[3-cyclobutyl-2-[(2,2,2-trifluoroacetyl)amino]propanoyl]-5,5-difluoro-2-azabicyclo[2.2.2]octane-3-carboxamide